3-(1-(5-methoxy-2-(1-methyl-1H-pyrazol-4-yl)-4-nitrophenyl)piperidin-4-yl)-3,9-diazaspiro[5.5]undecane COC=1C(=CC(=C(C1)N1CCC(CC1)N1CCC2(CC1)CCNCC2)C=2C=NN(C2)C)[N+](=O)[O-]